NC1=NC(=CC(=N1)N1CCC2(C[C@H](NC2)C(=O)O)CC1)O[C@@H](C(F)(F)F)C1=C(C=C(C=C1)C1=CC(=CC(=C1)C)C)N1N=C(C=C1)C (S)-8-(2-amino-6-((R)-1-(3',5'-dimethyl-3-(3-methyl-1H-pyrazol-1-yl)-[1,1'-biphenyl]-4-yl)-2,2,2-trifluoroethoxy)pyrimidin-4-yl)-2,8-diazaspiro[4.5]decane-3-carboxylic acid